[Cl-].[N+](=O)([O-])C1=C(C=CC(=C1)[N+](=O)[O-])N1CC=C(C=C1)C1=CC=NC=C1 1-(2,4-dinitrophenyl)-4,4'-bipyridine chloride